CC1(C2(C=3C=CC=C4CNCC[C@H](C43)C1)CC2)C (R)-6',6'-dimethyl-2',3',4',4a',5',6'-hexahydro-1'H-spiro[cyclopropane-1,7'-naphtho[1,8-cd]azepine]